4-oxo-2-(tritylamino)-4,7-dihydro-3H-pyrrolo[2,3-d]pyrimidine-5-formaldoxime O=C1C2=C(N=C(N1)NC(C1=CC=CC=C1)(C1=CC=CC=C1)C1=CC=CC=C1)NC=C2C=NO